3-[4-(chloromethyl)-3-methyl-2-oxo-benzoimidazol-1-yl]Piperidine-2,6-dione ClCC1=CC=CC=2N(C(N(C21)C)=O)C2C(NC(CC2)=O)=O